4-{[2-(dimethylamino)ethyl](methyl)amino}-1-(piperidin-4-yl)-2,3-dihydro-1H-1,3-benzodiazol-2-one CN(CCN(C1=CC=CC=2N(C(NC21)=O)C2CCNCC2)C)C